(2-(trifluoromethyl)pyrimidin-5-yl)-7-oxabicyclo[2.2.1]heptane FC(C1=NC=C(C=N1)C12CCC(CC1)O2)(F)F